Br.C(C)OC(=O)C1NCCC2=CC(=CC=C12)O 6-hydroxy-1,2,3,4-tetrahydroisoquinoline-1-carboxylic acid ethyl ester hydrobromide